methoxy-8-oxooctanoic acid COC(C(=O)O)CCCCCC=O